FC1(CC(C1)C(=O)C1=CC=2C(=NC(=CC2)C2=CC=3C(N=C2)=NN(C3)C)S1)F (3,3-difluorocyclobutyl)(6-(2-methyl-2H-pyrazolo[3,4-b]pyridin-5-yl)thieno[2,3-b]pyridin-2-yl)methanone